2-(1-benzhydryl-piperidin-4-yl)-N,N-diethyl-isoindoline-5-amine C(C1=CC=CC=C1)(C1=CC=CC=C1)N1CCC(CC1)N1CC2=CC=C(C=C2C1)N(CC)CC